tert-butyl 3-fluoro-5-(hydrazinecarbonyl)piperidine-1-carboxylate FC1CN(CC(C1)C(=O)NN)C(=O)OC(C)(C)C